1,18-dimethyl Z-9-octadecene-dioate C(CCCCCCC\C=C/CCCCCCCC(=O)OC)(=O)OC